ClC1=NN=C(C2=CC=CC=C12)N[C@H](C)C1=CC=CC=C1 (R)-4-chloro-N-(1-phenylethyl)-phthalazine-1-amine